Cl.NC1[C@@H]2CN(C[C@H]12)C1=CC=C(C=N1)C=1C=2N(C=C(C1)OC)N=CC2C#N 4-(6-((1R,5S,6s)-6-amino-3-azabicyclo[3.1.0]hexan-3-yl)pyridin-3-yl)-6-methoxypyrazolo[1,5-a]pyridine-3-carbonitrile hydrochloride